1-(7-methoxyimidazo[1,2-a]pyridin-3-yl)-N,N-dimethylpropan-2-amine COC1=CC=2N(C=C1)C(=CN2)CC(C)N(C)C